C1(=CC=CC=C1)C#CC=1C=NC=2CCC3C(C2C1)CN(C3)C(=O)OC Methyl 8-(phenylethynyl)-3,3a,4,5-tetrahydro-1H-pyrrolo[3,4-f]quinoline-2(9bH)-carboxylate